C[C@H]1[C@@]([C@H]([C@@H](O1)O[C@@H]2[C@H]([C@@H]([C@H]([C@@H]([C@H]2O)OP(=O)(O)O)N=C(N)N)O)N=C(N)N)O[C@H]3[C@H]([C@@H]([C@H]([C@@H](O3)CO)O)O)NC)(CO)O The molecule is the 6-O-phospho derivative of dihydrostreptomycin. It derives from a dihydrostreptomycin. It is a conjugate base of a dihydrostreptomycin 6-phosphate(1+).